FC1=CNC2=NC=CC(=C21)C2=CC=C(C=C2)C2(CCN(CC2)C)C(=O)OC Methyl 4-(4-(3-fluoro-1H-pyrrolo[2,3-b]pyridin-4-yl)phenyl)-1-methylpiperidine-4-carboxylate